C(=O)[O-].[C+4].C(=O)[O-].C(=O)[O-].C(=O)[O-] carbon (formate)